NC1=NC(=C2N=CN(C2=N1)CC(=O)NC1=CC(=NN1CC)C)NCC1CC1 2-(2-amino-6-((cyclopropylmethyl)amino)-9H-purin-9-yl)-N-(1-ethyl-3-methyl-1H-pyrazol-5-yl)acetamide